ClC1=CC2=C(NC(=N2)C)C(=C1C1=CC2=C(N=C(N=C2)NC2=CC=C(C=C2)N2CCOCC2)N2C1=NN=C2)Cl 6-(5,7-dichloro-2-methyl-1H-benzo[d]imidazol-6-yl)-N-(4-morpholinylphenyl)-[1,2,4]triazolo[4',3':1,6]pyrido[2,3-d]pyrimidin-2-amine